OC=1C=C(C=C(C1)C(F)(F)F)B(O)O 3-hydroxy-5-trifluoromethyl-phenylboronic acid